8-(1-aminoethyl)-6-methyl-2-[3-(1-methylpyrazol-4-yl)pyrrolidin-1-yl]quinoline-4-carbonitrile NC(C)C=1C=C(C=C2C(=CC(=NC12)N1CC(CC1)C=1C=NN(C1)C)C#N)C